tetrahydro-2-[(2E)-3-(trimethylsilyl)-2-propen-1-yl]-4H-1,3,6,2-dioxazaborocine C[Si](/C=C/CB1OCCNCCO1)(C)C